ClC=1C=C(C=CC1)C(C=1NC=C(N1)S(=O)(=O)N)NC1=NC(=C(C=C1)F)C(F)F 2-((3-chlorophenyl)((6-(difluoromethyl)-5-fluoropyridin-2-yl)amino)methyl)-1H-imidazole-4-sulfonamide